C(C)(C)(C)C=1C2=C(N(N1)C1=CC=C(C=C1)[N+](=O)[O-])CN(C2)C(=O)OCCCCCN(C(C)CC)CCO 5-[(2-hydroxyethyl)(butan-2-yl)amino]pentan-1-ol tert-butyl-1-(4-nitrophenyl)-4,6-dihydropyrrolo[3,4-c]pyrazole-5(1H)-carboxylate